methylenedioxydimethylamphetamine CC(CC1=CC2=C(C=C1)OCO2)N(C)C